C(#N)CNCCN(CCN1C(N(CC1)CCNCCN(CC#N)CC#N)=O)CCNCC#N 2,2'-((2-((2-(3-(2-(bis(2-((cyanomethyl)amino)ethyl)amino)ethyl)-2-oxoimidazolidin-1-yl)ethyl)amino)ethyl)azanediyl)diacetonitrile